methyl 2-((2-(6-((4-cyano-2-fluorobenzyl)oxy)pyridin-2-yl)-2,6-dihydropyrrolo[3,4-c]pyrazol-5(4H)-yl)methyl)-1-(oxetan-3-ylmethyl)-1H-benzo[d]imidazole-6-carboxylate C(#N)C1=CC(=C(COC2=CC=CC(=N2)N2N=C3C(=C2)CN(C3)CC3=NC2=C(N3CC3COC3)C=C(C=C2)C(=O)OC)C=C1)F